2-(2,6-Dioxopiperidin-3-yl)-4-(2-(piperidin-4-yl)ethynyl)isoindoline-1,3-dione O=C1NC(CCC1N1C(C2=CC=CC(=C2C1=O)C#CC1CCNCC1)=O)=O